(R)-(+)-tert-butylsulfenamide C(C)(C)(C)SN